1-(5,6-dibromo-2-methylpyridin-3-yl)ethan-1-one BrC=1C=C(C(=NC1Br)C)C(C)=O